ClC1=NC=NC=2NC=3CC(CCC3C21)=O 4-chloro-5,6,8,9-tetrahydro-7H-pyrimido[4,5-b]indol-7-one